N-[(S)-(+)-1-(ethoxycarbonyl)-3-phenylpropyl]L-alanine C(C)OC(=O)[C@H](CCC1=CC=CC=C1)N[C@@H](C)C(=O)O